silicon-yttrium [Y].[Si]